[C@H]12N(C[C@H](NC1)C2)C=2C1=CN(N=C1C(=CC2NC(=O)C=2C(N(C=CC2)C2=C(C=CC=C2OC)F)=O)F)C N-(4-((1R,4R)-2,5-diazabicyclo[2.2.1]heptan-2-yl)-7-fluoro-2-methyl-2H-indazol-5-yl)-1-(2-fluoro-6-methoxyphenyl)-2-oxo-1,2-dihydropyridine-3-carboxamide